(S)-N,N-dimethyl-3-(1-naphthyloxy)-2-thienylpropylamine CN(C)CCCC=1SC=CC1OC1=CC=CC2=CC=CC=C12